COCCN(C=1C2=C(N=C(N1)C1=NC=CC=C1)CCC2)C N-(2-methoxyethyl)-N-methyl-2-(pyridin-2-yl)-5H,6H,7H-cyclopenta[d]pyrimidin-4-amine